2,2'-(1,2-ethanediyldioxy)bis-ethanethiol C(COCCS)OCCS